tetrabutylammonium 2-(((4-nitrophenoxy)carbonyl)amino)ethane-1-sulfonate [N+](=O)([O-])C1=CC=C(OC(=O)NCCS(=O)(=O)[O-])C=C1.C(CCC)[N+](CCCC)(CCCC)CCCC